2-[cyano(2,6-difluoropyridin-4-yl)amino]-N-(2,2-dimethylcyclobutyl)-5-methylthiazole-4-carboxamide C(#N)N(C=1SC(=C(N1)C(=O)NC1C(CC1)(C)C)C)C1=CC(=NC(=C1)F)F